BrC1=CC(=C2C(=NNC2=C1)I)Cl 6-BROMO-4-CHLORO-3-IODO-1H-INDAZOLE